N-((3S,4S)-3-((2-(2,6-dichloro-3,5-dimethoxyphenyl)-4-(2-oxa-6-azaspiro[3.3]heptan-6-yl)pyrido[3,4-d]pyrimidin-6-yl)amino)tetrahydro-2H-pyran-4-yl)acrylamide ClC1=C(C(=C(C=C1OC)OC)Cl)C=1N=C(C2=C(N1)C=NC(=C2)N[C@@H]2COCC[C@@H]2NC(C=C)=O)N2CC1(COC1)C2